3-[4-(Trifluoromethyl)bicyclo[2.2.1]heptan-1-yl]-1,2-oxazol-5-amine FC(C12CCC(CC1)(C2)C2=NOC(=C2)N)(F)F